4-(4-(2-(3-methylbenzylidene)hydrazinyl)-8-(pyridin-4-yl)quinazolin-2-yl)morpholine CC=1C=C(C=NNC2=NC(=NC3=C(C=CC=C23)C2=CC=NC=C2)N2CCOCC2)C=CC1